NC1=CC=C(C=N1)OC=1N=C(SC1C1=NC(=NC=C1)N[C@@H]1CN(C[C@H](C1)F)C(=O)OC(C)(C)C)C tert-butyl (3S,5S)-3-[[4-[4-[(6-amino-3-pyridyl)oxy]-2-methyl-thiazol-5-yl]pyrimidin-2-yl]amino]-5-fluoro-piperidine-1-carboxylate